FC=1C(N(C=C(C1C(F)(F)F)CC=O)C(C(=O)OCC)CC(C)C)=O ethyl 2-(3-fluoro-2-oxo-5-(2-oxoethyl)-4-(trifluoromethyl)pyridin-1(2H)-yl)-4-methylpentanoate